carbonic acid bis(1-undecyloxy-2,2,6,6-tetramethyl-4-piperidyl)ester C(CCCCCCCCCC)ON1C(CC(CC1(C)C)OC(OC1CC(N(C(C1)(C)C)OCCCCCCCCCCC)(C)C)=O)(C)C